5-((1R,5S)-1-(5-(1-(methyl-d3)piperidin-4-yl)-1,3,4-oxadiazol-2-yl)-5-(trifluoromethyl)-3-azabicyclo[3.1.0]hexan-3-yl)quinoline-8-carbonitrile C(N1CCC(CC1)C1=NN=C(O1)[C@]12CN(C[C@@]2(C1)C(F)(F)F)C1=C2C=CC=NC2=C(C=C1)C#N)([2H])([2H])[2H]